OC(C(=O)N1C2=C(OCC1)N=CC(=C2)NC2=CC=C(C=N2)C2=CC=C(C=C2)N2C(CCC2)=O)C 1-(4-(6-((1-(2-hydroxy-propanoyl)-2,3-dihydro-1H-pyrido[2,3-b][1,4]oxazin-7-yl)amino)pyridin-3-yl)phenyl)pyrrolidin-2-one